COC1=NC=C(C2=C1NC(=N2)N)C=2C=NN(C2)C 4-Methoxy-7-(1-methyl-1H-pyrazol-4-yl)-3H-imidazo[4,5-c]pyridin-2-ylamine